((2,6-dimethylpyrimidin-4-yl)amino)-N-ethoxy-4-((2-methoxy-3-(5-methylpyrazin-2-yl)phenyl)amino)nicotinamide CC1=NC(=CC(=N1)NC1=C(C(=O)NOCC)C(=CC=N1)NC1=C(C(=CC=C1)C1=NC=C(N=C1)C)OC)C